N=1N=CN(C1)C(CC)C12CC(CC(N1C(=O)NC1=CC(=C(C=C1)Cl)C1=NN(C=N1)C)C2)C cis-1-(1-(4H-1,2,4-triazol-4-yl)propyl)-N-(4-chloro-3-(1-methyl-1H-1,2,4-triazol-3-yl)phenyl)-3-methyl-6-azabicyclo[3.1.1]heptane-6-carboxamide